2,3-dimethylbenzothiazolium bisulfate S([O-])(O)(=O)=O.CC=1SC2=C([N+]1C)C=CC=C2